ClC=1C=C(NC2(CCC3(C(=CC4=CC=5OC(OC5C=C34)(F)F)C[C@H](COCC3=CC=C(C=C3)OC)C)CC2)C(=O)OC)C=CC1 methyl (1R,4R)-4-(3-Chloroanilino)-2',2'-difluoro-6'-{(2R)-3-[(4-methoxyphenyl) methoxy]-2-methylpropyl}-2'H-spiro[cyclohexane-1,5'-indeno[5,6-d][1,3]dioxole]-4-carboxylate